C1(=CC=C(C=C1)CN(C=O)C1=C(C=CC=C1)C#CC=1C=C(C=NC1)C)C1=CC=CC=C1 5-(2-{2-[N-({[1,1'-Biphenyl]-4-yl}methyl)formamido]phenyl}ethynyl)-3-methyl-pyridin